C(C)C(C(C(=O)O)(CC)CC)(CC(=O)O)C(=O)O triethyl-propane-1,2,3-tricarboxylic acid